BrC1=C(N=C2N1C=CN=C2N2C[C@@H](CCC2)NC(OC(C)(C)C)=O)C2=CC=C(C=C2)C#N tert-butyl (R)-(1-(3-bromo-2-(4-cyanophenyl)imidazolo[1,2-a]pyrazin-8-yl)piperidin-3-yl)carbamate